FC1=CC=C(CN2C(=NC=3C2=NC=CC3)CNC(=O)N[C@@H](C)C3=CC=C(C=C3)OC)C=C1 1-[3-(4-Fluoro-benzyl)-3H-imidazo[4,5-b]pyridin-2-ylmethyl]-3-[(S)-1-(4-methoxy-phenyl)-ethyl]-urea